NC1=CC(=C(C=C1OC)N1CCC(CC1)N1CCC2(CCCN(C2)C=2C=C3C(N(C(C3=CC2)=O)C2C(NC(CC2)=O)=O)=O)CC1)C=1C=NN(C1)C 5-(9-(1-(4-amino-5-methoxy-2-(1-methyl-1H-pyrazol-4-yl)phenyl)piperidin-4-yl)-2,9-diazaspiro[5.5]undec-2-yl)-2-(2,6-dioxopiperidin-3-yl)isoindoline-1,3-dione